(R)-N1-(7-bromo-5-methyl-4-oxo-2,3,4,5-tetrahydrobenzo[b][1,4]oxazepin-3-yl)-N2-phenethyloxalamide BrC1=CC2=C(OC[C@H](C(N2C)=O)NC(C(=O)NCCC2=CC=CC=C2)=O)C=C1